2-(5-mono(1-(azetidin-1-yl)-2-methoxyethyl)-4H-1,2,4-triazol-3-yl)-6-chloro-7-fluoro-3-(1H-imidazol-1-yl)-5-methoxy-1-methyl-1H-indole N1(CCC1)C(COC)C=1NC(=NN1)C=1N(C2=C(C(=C(C=C2C1N1C=NC=C1)OC)Cl)F)C